FC=1C=C(C=CC1OC)NC(CN1C=NC2=C(C1=O)N(N=C2NC2=CC=C(C=C2)OC(C)C)C)=O N-(3-fluoro-4-methoxyphenyl)-2-(3-((4-isopropoxyphenyl)amino)-1-methyl-7-oxo-1,7-dihydro-6H-pyrazolo[4,3-d]pyrimidin-6-yl)acetamide